BrC=1C(=C2C(=NC1)N=CN2)C 6-bromo-7-methyl-1H-imidazo[4,5-b]pyridine